COC1=NC=C(C(=C1C)N)C 2-methoxy-3,5-dimethyl-pyridin-4-amine